(E)-3-(4-Hydroxy-3-nitrophenyl)-1-(4-methylphenyl)prop-2-en-1-one OC1=C(C=C(C=C1)/C=C/C(=O)C1=CC=C(C=C1)C)[N+](=O)[O-]